CC([O-])C.[Li+] lithium iso-propoxide